C(C1CO1)OCCC[Si](OCC)(C)C (3-GLYCIDOXYPROPYL)DIMETHYLETHOXYSILANE